2-amino-3-(4-chloro-2-cyanophenyl)propanoic acid NC(C(=O)O)CC1=C(C=C(C=C1)Cl)C#N